FC1=CC(=C2C(=C(N(C2=C1)C1=CC(=C(C=C1)F)C)C(C)C)C1CC2(CC(C2)C(=O)O)C1)O 6-[6-fluoro-1-(4-fluoro-3-methyl-phenyl)-4-hydroxy-2-isopropyl-indol-3-yl]spiro[3.3]heptane-2-carboxylic acid